oxo-bis(benzenesulfonyl-semicarbazide) O(N(NC(=O)N)S(=O)(=O)C1=CC=CC=C1)N(NC(=O)N)S(=O)(=O)C1=CC=CC=C1